(E)-6-(4-chlorophenyl)imidazo[2,1-b]oxazole-5-carbaldehyde O-(3,4-dichlorobenzyl) oxime ClC=1C=C(CO\N=C\C2=C(N=C3OC=CN32)C3=CC=C(C=C3)Cl)C=CC1Cl